C1(=CC=CC=C1)OC=1C=C(C(=O)O)C=C(C1OC1=CC=CC=C1)OC1=CC=CC=C1 3,4,5-Tris-phenyloxy-benzoic acid